3,6-dioxa-heptyl-amine C(COCCOC)N